C(C1=CN=CC=C1)(=O)OC1=CC(=CC(=C1)C=NC(C(=O)OC)C(C)C)Cl 3-chloro-5-((1-meth-oxy-3-methyl-1-oxo-butan-2-ylimino)meth-yl)phenyl nicotinate